FC(C(=O)[O-])(F)F.NCCC1=CC=C(C=C1)[NH-].NCCC1=CC=C(C=C1)[NH-] bis-{[4-(2-amino-ethyl)-phenyl]-amide} trifluoroacetate